C1(=CC=CC=C1)C1(C(CC1)=O)C1=CC=CC=C1 2,2-diphenyl-cyclobutanone